CN1OC2=C(C1=O)C=C(C=C2)C2=CC=CC=1N2N=CC1C(=O)N1CCCCC1 2-Methyl-5-(3-(piperidine-1-carbonyl)pyrazolo[1,5-a]Pyridin-7-yl)benzo[d]isoxazole-3(2H)-one